1-(cyanomethyl)-5-[(4S)-2,2-dimethyltetrahydropyran-4-yl]-N-methyl-N-phenyl-indole-2-carboxamide C(#N)CN1C(=CC2=CC(=CC=C12)[C@@H]1CC(OCC1)(C)C)C(=O)N(C1=CC=CC=C1)C